OC[C@H]1N(C[C@@H]([C@H]([C@@H]1O)O)O)CCCCCCNC1=C(C=C(C=C1)C=1OC=CN1)OC (2R,3R,4R,5S)-2-(hydroxymethyl)-1-(6-{[2-methoxy-4-(1,3-oxazol-2-yl)phenyl]amino}hexyl)piperidine-3,4,5-triol